C(C)(C)(C)OC(N[C@H](C(=O)NC=1C=NC(=CC1)C=1C(=NOC1C)C)C1CCC(CC1)C)=O (S)-2-((6-(3,5-dimethylisoxazol-4-yl)pyridin-3-yl)amino)-1-((1r,4S)-4-methylcyclohexyl)-2-oxoethyl-carbamic acid tert-butyl ester